(bromomethyl)-3-fluorobenzamide BrCC1=C(C(=O)N)C=CC=C1F